2,5-bismethylthio-4-methylamphetamine CSC1=C(CC(N)C)C=C(C(=C1)C)SC